S-(2-aminoethyl)isothiouronium NCCSC(N)=[NH2+]